1-(1-(Dimethylamino)cyclopropyl)-N-((1,2,3,5,6,7-hexahydro-s-indacen-4-yl)carbamoyl)methanesulfonamide, potassium salt [K].CN(C1(CC1)CS(=O)(=O)NC(NC1=C2CCCC2=CC=2CCCC12)=O)C